N-(3-hydroxypropyl)piperidine ethyl-(S)-2-amino-3-(6-(1-methyl-2,4-dioxo-1,5,7,8-tetrahydro-2H-pyrano[4,3-d]pyrimidin-3(4H)-yl)pyridin-3-yl)propanoate C(C)OC([C@H](CC=1C=NC(=CC1)N1C(N(C2=C(C1=O)COCC2)C)=O)N)=O.OCCCN2CCCCC2